3-((2-chloro-5-iodopyridin-4-yl)amino)-2,2-dimethylpropan-1-ol ClC1=NC=C(C(=C1)NCC(CO)(C)C)I